nonane-1,2,4,7,9-pentathiol C(C(CC(CCC(CCS)S)S)S)S